2-(3,4-difluorophenoxy)-1-(2,2-dioxido-2-thia-7-azaspiro[3.5]nonan-7-yl)-2-methylpropan-1-one FC=1C=C(OC(C(=O)N2CCC3(CS(C3)(=O)=O)CC2)(C)C)C=CC1F